N-(4-(methylsulfonyl)phenyl)-5-(1,2,3,4-tetrahydroisoquinolin-6-yl)-2,6-naphthyridin-3-amine CS(=O)(=O)C1=CC=C(C=C1)NC=1N=CC2=CC=NC(=C2C1)C=1C=C2CCNCC2=CC1